[Br-].C(C=C)(=O)OCCC[N+](CC)(CC)CC1=CC=CC=C1 acryloyloxypropylbenzyldiethyl-ammonium bromide